N-(3-(chloromethyl)-1,2,4-thiadiazol-5-yl)-5-methyl-4-(3-cyanophenyl)furan-2-carboxamide ClCC1=NSC(=N1)NC(=O)C=1OC(=C(C1)C1=CC(=CC=C1)C#N)C